FC1=C(C(=CC=C1)OC)C1=CC(=NC=C1C(=O)NC=1SC(=NN1)OCC1=NC=C(C=C1)C(C)O)C 4-(2-fluoro-6-methoxyphenyl)-N-(5-((5-(1-hydroxyethyl)pyridin-2-yl)methoxy)-1,3,4-thiadiazol-2-yl)-6-methylnicotinamide